C(C)(C)(C)OC(=O)N1CC2=CC(=C(C=C2C1)Br)C(=O)N1CC2=CC=CC=C2C[C@H]1CN1CCOCC1 5-bromo-6-[(3S)-3-(morpholin-4-ylmethyl)-1,2,3,4-tetrahydroisoquinoline-2-carbonyl]-2,3-dihydro-1H-isoindole-2-carboxylic acid tert-butyl ester